8-methyl-N-[(2R/S)-oxetan-2-ylmethyl]-2-(pyridin-2-ylmethyl)-4,5-dihydro-2H-furo[2,3-g]indazole-7-carboxamide CC1=C(OC=2CCC3=CN(N=C3C21)CC2=NC=CC=C2)C(=O)NC[C@@H]2OCC2 |r|